hydroxyl-1-amyl-3-methylimidazole OC1N(C=CN1C)CCCCC